BrC1=C(C(=CC(=C1)C(C(F)(F)F)(C(F)(F)F)F)OC(F)F)NC(C1=C(C(=CC=C1)N(C(C1=CC=C(C=C1)F)=O)CC1CC1)F)=O N-[2-bromo-4-(1,1,1,2,3,3,3-heptafluoropropan-2-yl)-6-(difluoromethoxy)phenyl]-3-[N-(cyclopropylmethyl)-4-fluorobenzamido]-2-fluorobenzamide